C1(CCCCC1)C(C(=O)NC(C(=O)O)CCN(CCCCC1=NC=2NCCCC2C=C1)CC(COC)F)OC 2-[(2-cyclohexyl-2-methoxy-acetyl)amino]-4-[[2-fluoro-3-methoxy-propyl]-[4-(5,6,7,8-tetrahydro-1,8-naphthyridin-2-yl)butyl]amino]butanoic acid